N4-(6,6-dimethyl-5-{[(2S)-2,4,5,5-tetramethyl-piperazin-1-yl]carbonyl}-1,4,5,6-tetrahydropyrrolo[3,4-c]pyrazol-3-yl)-5-fluoro-N2-methylpyrimidine-2,4-diamine CC1(N(CC2=C1NN=C2NC2=NC(=NC=C2F)NC)C(=O)N2[C@H](CN(C(C2)(C)C)C)C)C